4-({[4-(1,3-benzoxazol-2-yl)-5-hydroxy-1-methyl-6-oxo-1,6-dihydropyrimidin-2-yl](methyl)amino}(phenyl)methyl)-N,N-dimethylbenzamide O1C(=NC2=C1C=CC=C2)C=2N=C(N(C(C2O)=O)C)N(C)C(C2=CC=C(C(=O)N(C)C)C=C2)C2=CC=CC=C2